2-((3-(1,1-difluoroethyl)-1-methyl-1H-pyrazol-5-yl)sulfonyl)-6-(tetrahydro-2H-pyran-4-yl)-2,6-diazaspiro[3.3]heptane FC(C)(F)C1=NN(C(=C1)S(=O)(=O)N1CC2(C1)CN(C2)C2CCOCC2)C